N-[Ethyl(oxo)[(3S)-piperidin-3-ylmethyl]-λ6-sulfanylidene]-2,2,2-trifluoroacetamide C(C)S(=NC(C(F)(F)F)=O)(C[C@@H]1CNCCC1)=O